C(C1=CC=C(C#N)C=C1)#N terephthalonitrile